N[C@@H](CCCNC(=O)N)C(=O)O Citrullin